C12N(CC(NC1)CC2)C=2C1=C(N=C(N2)OC([2H])([2H])[C@H]2N(CCC2)C)C(N(C(=C1)C(F)(F)F)C1=CC(=CC2=CC=C(C(=C12)CC)F)O)=O 4-(2,5-Diazabicyclo[2.2.2]octan-2-yl)-7-(8-ethyl-7-fluoro-3-hydroxynaphthalen-1-yl)-2-(((S)-1-methylpyrrolidin-2-yl)methoxy-d2)-6-(trifluoromethyl)pyrido[3,4-d]pyrimidin-8(7H)-one